tert-Butyl N-[1-(3-bromo-2-formyl-phenyl)-azetidin-3-yl]-carbamate BrC=1C(=C(C=CC1)N1CC(C1)NC(OC(C)(C)C)=O)C=O